OCCOCCN1CCN(CC1)C1=CC=CC2=C1C=NC1=C(S2)C=CC=C1 1-[4-[2-(2-hydroxyethoxy)ethyl]piperazinyl]dibenzo[b,f][1,4]thiazepine